1-[(4S)-7-fluorochroman-4-yl]-3-(1-phenylpyrazol-3-yl)urea FC1=CC=C2[C@H](CCOC2=C1)NC(=O)NC1=NN(C=C1)C1=CC=CC=C1